2-[1-(2,2-difluoroethyl)-1H-pyrazolo[3,4-b]pyrazin-6-yl]-6-[6-(trifluoromethyl)pyridin-2-yl]-2,6-diazaspiro[3.5]nonan-7-one FC(CN1N=CC=2C1=NC(=CN2)N2CC1(C2)CN(C(CC1)=O)C1=NC(=CC=C1)C(F)(F)F)F